3-[(5r,6s)-5,6-dihydroxy-1,3-cyclohexadienyl]propionic acid O[C@@H]1C=CC=C([C@@H]1O)CCC(=O)O